O(C1=CC=CC=C1)C1=CC=C2C(=N1)SC(=N2)N 5-phenoxythiazolo[5,4-b]pyridin-2-amine